N1=C(C=CC=C1)C=1C(=NC=CN1)C(=O)N pyridinyl-2-pyrazinecarboxamide